C1=CC=CC=2C3=CC=CC=C3C(C12)COC(=O)N[C@H](CCCCNC(C)=O)C(=O)O N2-(((9H-fluoren-9-yl)methoxy)carbonyl)-N6-acetyl-D-lysine